FC1(CC2(C1)CC=C(CC2)C=2C=CC=C1C=C(C=NC21)C(=O)O)F 8-(2,2-difluorospiro[3.5]non-6-en-7-yl)quinoline-3-carboxylic acid